ethyl (3S)-3-[(tert-butoxycarbonyl)amino]-3-{4-fluoro-2'-hydroxy-5,6'-dimethyl-[1,1'-biphenyl]-3-yl}propanoate C(C)(C)(C)OC(=O)N[C@@H](CC(=O)OCC)C=1C=C(C=C(C1F)C)C1=C(C=CC=C1C)O